C(N)(=O)C1=NC=CC(=C1)NC(=O)C=1N(N=C2C(=CC=CC12)C(F)F)CC1OCCCC1 N-(2-carbamoylpyridin-4-yl)-7-(difluoromethyl)-2-(oxan-2-ylmethyl)indazole-3-carboxamide